ClC1=CC=C(C=C1)N(C(=O)C1=NC=NC(=C1)C1=CC=C(C=C1)Cl)C N,6-bis(4-chlorophenyl)-N-methylpyrimidine-4-carboxamide